(4R,5S,6R)-3-((3S,5S)-5-(Dimethylcarbamoyl)pyrrolidin-3-ylthio)-4-methyl-7-oxo-6-((R)-1-(3,3,3-trifluoropropanamido)ethyl)-1-azabicyclo[3.2.0]hept-2-ene-2-carboxylic acid CN(C(=O)[C@@H]1C[C@@H](CN1)SC1=C(N2C([C@@H]([C@H]2[C@H]1C)[C@@H](C)NC(CC(F)(F)F)=O)=O)C(=O)O)C